C(C)(C)(C)OC(NC1=NC(=CC=C1)COCCC1=CC(=C(C(=C1)[N+](=O)[O-])OC)Br)=O (6-((3-bromo-4-methoxy-5-nitrophenethoxy)methyl)pyridin-2-yl)carbamic acid tert-butyl ester